Phenazinium Methyl-Sulfate COS(=O)(=O)[O-].C1=CC=CC2=[NH+]C3=CC=CC=C3N=C12